C(C)OC(=O)C1C([C@@H]2CCC[C@H](C1)N2C(=O)OC(C)(C)C)=O |r| rac-(1s,5r)-2-oxo-9-azabicyclo[3.3.1]nonane-3,9-dicarboxylic acid 9-(tert-butyl) 3-ethyl ester